FC1=CC=C(C=C1)[C@@H](C)NC=1N=CC(=NC1)C=1C=CN=NC1 (R)-5-(5-((1-(4-fluorophenyl)ethyl)amino)pyrazin-2-yl)pyridazine